1,5-divinyl-hexamethyltrisiloxane C(=C)[Si](O[Si](O[Si](C=C)(C)C)(C)C)(C)C